{3-[(2,4-dimethoxybenzyl)sulfamoyl]-4-(5-methyl-1,3,4-oxadiazol-2-yl)phenyl}-2-(4-methylphenyl)acetamide sodium naphthalene-2-sulfonate C1=C(C=CC2=CC=CC=C12)S(=O)(=O)[O-].[Na+].COC1=C(CNS(=O)(=O)C=2C=C(C=CC2C=2OC(=NN2)C)C(C(=O)N)C2=CC=C(C=C2)C)C=CC(=C1)OC